2-(2,6-dioxopiperidin-3-yl)-4-(((1-(1-(1-ethylcyclobutane-1-carbonyl)piperidin-4-yl)-1H-pyrazol-4-yl)methyl)amino)isoindoline-1,3-dione O=C1NC(CCC1N1C(C2=CC=CC(=C2C1=O)NCC=1C=NN(C1)C1CCN(CC1)C(=O)C1(CCC1)CC)=O)=O